OC(CC1=NNC(O1)=S)CNC1=CC=C(C=C1)C 5-(2-hydroxy-3-p-tolylaminopropyl)-1,3,4-oxadiazole-2(3H)-thione